(1S,2S)-N-(5-((S)-1-(6-cyclopropyl-8-(3-methyl-2,4-dioxoimidazolidin-1-yl)imidazo[1,2-a]pyridin-2-yl)ethoxy)pyridazin-3-yl)-2-(4-methylpyrimidin-2-yl)cyclopropane-1-carboxamide C1(CC1)C=1C=C(C=2N(C1)C=C(N2)[C@H](C)OC=2C=C(N=NC2)NC(=O)[C@@H]2[C@H](C2)C2=NC=CC(=N2)C)N2C(N(C(C2)=O)C)=O